CSC1=CC(=CC(=N1)C1=CNC2=CN=C(C=C21)NC(C)=O)OC(F)(F)F N-(3-(6-(methylthio)-4-(trifluoromethoxy)pyridin-2-yl)-1H-pyrrolo[2,3-c]pyridin-5-yl)acetamide